5-(2,4-Bis-benzyloxy-5-chlorophenyl)-4-bromo-isoxazole-3-carboxylic Acid Ethylamide C(C)NC(=O)C1=NOC(=C1Br)C1=C(C=C(C(=C1)Cl)OCC1=CC=CC=C1)OCC1=CC=CC=C1